1-benzyl-3-(2-methylphenyl)-2,3,6,7-tetrahydro-1H-purine-2,6-dione C(C1=CC=CC=C1)N1C(N(C=2N=CNC2C1=O)C1=C(C=CC=C1)C)=O